methyl (1r,2'S,4S)-4-(3-chloroanilino)-2'-{3-[(thieno[3,2-b]pyridin-7-yl)oxy]propyl}-2',3'-dihydrospiro[cyclohexane-1,1'-indene]-4-carboxylate ClC=1C=C(NC2(CCC3([C@H](CC4=CC=CC=C34)CCCOC3=C4C(=NC=C3)C=CS4)CC2)C(=O)OC)C=CC1